ClC1=CC=C(C=C1)C=1C=C(C(N(N1)C=1C=NC=CC1)=O)C(=O)N 6-(4-chlorophenyl)-3-oxo-2-(pyridin-3-yl)-2,3-dihydropyridazine-4-carboxamide